(R)-N1-(2-methylbenzyl)-N1-(2-methylbutyl)oxalamide CC1=C(CN(C(C(=O)N)=O)C[C@@H](CC)C)C=CC=C1